OC1CC(C1)OC1=C2C(=NC(=C1)C1=CN(C3=CN=C(C=C31)NC(C)=O)C)C3(OCC2)COCC3 N-(3-(4'-((1r,3r)-3-hydroxycyclobutoxy)-4,5,5',6'-tetrahydro-2H-spiro[furan-3,8'-pyrano[3,4-b]pyridin]-2'-yl)-1-methyl-1H-pyrrolo[2,3-c]pyridin-5-yl)acetamide